N-ethoxypyridazine-3-carboxamide C(C)ONC(=O)C=1N=NC=CC1